3,7-dihydro-3,7-dimethylpurine-2,6(1H)-dione CN1C(NC(C=2N(C=NC12)C)=O)=O